2,4-dinitrobenzoate [N+](=O)([O-])C1=C(C(=O)[O-])C=CC(=C1)[N+](=O)[O-]